S1C(=CC=C1)[C@H](CC(=O)OC)C (S)-methyl 3-(2-thiophenyl)-butyrate